ClC1=C(C=CC(=C1)Cl)CNC(=O)C1CN(C(C1)=O)CC(C)C N-[(2,4-dichlorophenyl)methyl]-1-(2-methylpropyl)-5-oxopyrrolidin-3-carboxamid